2,6-bis[4-(R)-ethyl-2-oxazolyl]pyridine C(C)C=1N=C(OC1)C1=NC(=CC=C1)C=1OC=C(N1)CC